Cl.COC1=C(CNC2=NC=3C=NC(=CC3C3=C2COC3)C(=O)O)C=CC(=C1)OC 4-((2,4-dimethoxybenzyl)amino)-1,3-dihydrofuro[3,4-c][1,7]naphthyridine-8-carboxylic acid hydrochloride